morpholinophenone N1(CCOCC1)C(=O)C1=CC=CC=C1